3-(6-(methylthio)pyrimidin-4-yl)-6-(trifluoromethyl)imidazo[1,2-b]pyridazine CSC1=CC(=NC=N1)C1=CN=C2N1N=C(C=C2)C(F)(F)F